3-chloro-6,7,7a,8,10,11-hexahydro-9H-pyrazino[1,2-d]pyrido[3,2-b][1,4]thiazepin ClC1=CC=2SCCC3N(C2N=C1)CCNC3